C(C)(C)(C)NCCC=O N-tert-butyl-3-aminopropanal